(R)-4-(2-(6-trifluoromethyl-1H-indol-4-yl)-7-(methylsulfonyl)thieno[3,2-d]pyrimidin-4-yl)-3-methylmorpholine FC(C1=CC(=C2C=CNC2=C1)C=1N=C(C2=C(N1)C(=CS2)S(=O)(=O)C)N2[C@@H](COCC2)C)(F)F